ClC1=C(C=CC(=C1)F)CC(=O)NC1=CC(=NC=C1)N(C(C)=O)C1=CC=C(C=C1)F N-{4-[2-(2-chloro-4-fluorophenyl)acetylamino]pyridin-2-yl}-N-(4-fluorophenyl)acetamide